3-phenylpiperidine-1-carboxamide C1(=CC=CC=C1)C1CN(CCC1)C(=O)N